N[C@@H](COC(C(F)(F)F)(C)C)C1=NC2=C(N1)C=CC(=C2)C(COC)N2C(N[C@@](C2)(C(F)(F)F)C)=O (4S)-1-(1-(2-((R)-1-Amino-2-((1,1,1-trifluoro-2-methylpropan-2-yl)oxy)ethyl)-1H-benzo[d]imidazol-5-yl)-2-methoxyethyl)-4-methyl-4-(trifluoromethyl)imidazolidin-2-one